2-(2-(6-((6-((methylsulfonyl)oxy)hexyl)carbamoyl)pyridine-3-yl)thiazole-4-carboxamido)acrylamide CS(=O)(=O)OCCCCCCNC(=O)C1=CC=C(C=N1)C=1SC=C(N1)C(=O)NC(C(=O)N)=C